C(C)(C)(C)OC(=O)N1C(N([C@@H](C1)C(N(C)C1=C(C(=C(C=C1)F)Cl)F)=O)C1=CC(=C2C(=N1)ON=C2)C(F)(F)F)=O (S)-4-((3-chloro-2,4-difluorophenyl)(methyl)carbamoyl)-2-oxo-3-(4-(trifluoromethyl)isoxazolo[5,4-b]pyridin-6-yl)imidazolidine-1-carboxylic acid tert-butyl ester